2-((2-methoxy-4-((oxiran-2-ylmethoxy)methyl)phenoxy)methyl)oxirane COC1=C(OCC2OC2)C=CC(=C1)COCC1OC1